(R,E)-5-(2-(6-(1H-imidazol-1-yl)pyridin-3-yl)vinyl)-2-(4-(5-(fluoromethyl)pyrimidin-2-yl)-3-(methoxymethyl)piperazin-1-yl)pyrimidine N1(C=NC=C1)C1=CC=C(C=N1)/C=C/C=1C=NC(=NC1)N1C[C@@H](N(CC1)C1=NC=C(C=N1)CF)COC